N=1C=NN2C1C=C(C=C2)OC2=CC(=C(C=C2C)NC2=NC=NC1=CC(=C(C=C21)NC(/C(=C\[C@@H]2N(C(CC2)=O)C)/F)=O)OC)OC (R,E)-N-(4-((4-([1,2,4]triazolo[1,5-a]pyridin-7-yloxy)-2-methoxy-5-methylphenyl)amino)-7-methoxyquinazolin-6-yl)-2-fluoro-3-(1-methyl-5-oxopyrrolidin-2-yl)acrylamide